ClC1=CC=2C(C3=C(C(N(C3C3=CC4=C(OCCO4)C=C3)CCCN(C)C)=O)OC2C=C1)=O 7-Chloro-1-(2,3-dihydrobenzo[b][1,4]dioxin-6-yl)-2-(3-(dimethylamino)propyl)-1,2-dihydrochromeno[2,3-c]pyrrole-3,9-dione